ClC1=C(C(=C(C=C1OC)OC)Cl)C1=CC2=C(N=C(N=C2)SC)C(=N1)NC1COC1 6-(2,6-dichloro-3,5-dimethoxyphenyl)-2-(methylthio)-N-(oxetan-3-yl)pyrido[3,4-d]pyrimidine-8-amine